trans-2-fluoro-5-[[4-[(3S)-3-pyrazin-2-ylisoxazolidine-2-carbonyl]cyclohexyl]methyl]benzonitrile FC1=C(C#N)C=C(C=C1)C[C@@H]1CC[C@H](CC1)C(=O)N1OCC[C@H]1C1=NC=CN=C1